C(C)(C)(C)OC(=O)N1[C@@H](CCC1)C(=O)N[C@@H](C(C)C)C(=O)O (tert-butoxycarbonyl)-L-prolyl-L-valine